ClC1=C(C=CC(=C1)C(F)(F)F)NC(CN1C(=C(C(N2N=C(N=C12)C=1C=C2CCN(C2=CC1)C)=O)N1CCN(CC1)C(=O)C1=NC=NC(=C1O)C)CC)=O N-[2-chloro-4-(trifluoromethyl)phenyl](6-ethyl-5-{4-[(5-hydroxy-6-methyl-4-pyrimidinyl)carbonyl]-1-piperazinyl}-2-(1-methyl-5-indolinyl)-4-oxo-1,3,3a,7-tetraaza-7-indenyl)acetamide